N-[(3-chloro-4-fluorophenyl)-(5-methyl-4-methylsulfonyl-1H-imidazol-2-yl)methyl]-5-fluoro-6-(trifluoromethyl)pyridin-3-amine ClC=1C=C(C=CC1F)C(NC=1C=NC(=C(C1)F)C(F)(F)F)C=1NC(=C(N1)S(=O)(=O)C)C